4-[[3-[1-(cyanomethyl)-3-(trifluoromethyl)pyrazol-4-yl]imidazo[1,2-a]pyrazin-8-yl]amino]-2-methyl-N-[(1R)-1-methyl-2-oxo-2-[[(3S)-pyrrolidin-3-yl]amino]ethyl]benzamide C(#N)CN1N=C(C(=C1)C1=CN=C2N1C=CN=C2NC2=CC(=C(C(=O)N[C@@H](C(N[C@@H]1CNCC1)=O)C)C=C2)C)C(F)(F)F